C(C=C)(=O)N1C[C@@H](N(CC1)C1=NC(=NC2=C(C(=C(C=C12)Cl)C=1NC(C=C2C=CC=C(C12)Cl)=O)F)OC[C@H]1N(CCC1)C)C 1-(4-((S)-4-propenoyl-2-methylpiperazin-1-yl)-6-chloro-8-fluoro-2-(((S)-1-methylpyrrolidin-2-yl)methoxy)quinazolin-7-yl)-8-chloroisoquinolin-3(2H)-one